2-(2-chlorophenyl)-2-(4-cyclopropyl-2-pyridyl)-N-(methylaminothioformyl)acetamide ClC1=C(C=CC=C1)C(C(=O)NC(=S)NC)C1=NC=CC(=C1)C1CC1